(5S)-5-[[[6-[3-[2-[1-(Azetidin-3-ylmethyl)pyrazol-4-yl]-3-chloro-4-pyridyl]-2-chloro-phenyl]-2-methoxy-3-pyridyl]methylamino]methyl]pyrrolidin-2-one N1CC(C1)CN1N=CC(=C1)C1=NC=CC(=C1Cl)C=1C(=C(C=CC1)C1=CC=C(C(=N1)OC)CNC[C@@H]1CCC(N1)=O)Cl